ClC1=CC(=C(C=C1)C1=NC(=CC=2N=C(N(C(C21)=O)C)C)N2CC(OCC2)(C=2C=NN(C2)C)C)F 5-(4-chloro-2-fluorophenyl)-2,3-dimethyl-7-(2-methyl-2-(1-methyl-1H-pyrazol-4-yl)-4-morpholinyl)pyrido[4,3-d]pyrimidin-4(3H)-one